6-(cyclopropanecarboxamido)-4-((2-methoxy-3-(1-((3R,4S)-4-methoxytetrahydrofuran-3-yl)-1H-pyrazol-4-yl)phenyl)amino)pyridazine-3-carboxamide C1(CC1)C(=O)NC1=CC(=C(N=N1)C(=O)N)NC1=C(C(=CC=C1)C=1C=NN(C1)[C@@H]1COC[C@H]1OC)OC